1-(2,6-dioxopiperidin-3-yl)-1,2,3,4-tetrahydroquinolin-7-yl sulfurofluoridate S(OC1=CC=C2CCCN(C2=C1)C1C(NC(CC1)=O)=O)(=O)(=O)F